(3aR,5s,6aS)-N-(2-hydroxyethyl)-5-((5-(5-(4-hydroxytetrahydro-2H-pyran-3-yl)-thiazol-2-yl)-1H-pyrrolo[2,3-b]pyridin-4-yl)amino)hexahydrocyclopenta[c]pyrrole-2(1H)-sulfonamide OCCNS(=O)(=O)N1C[C@@H]2[C@H](C1)CC(C2)NC2=C1C(=NC=C2C=2SC(=CN2)C2COCCC2O)NC=C1